ClC1=C(CN2N=C3C4=C(CCC3=C2)OC(=C4C)C(=O)NCCCOC)C=CC=C1 2-(2-chlorobenzyl)-N-(3-methoxypropyl)-8-methyl-4,5-dihydro-2H-furo[2,3-g]indazole-7-carboxamide